NC1=CC=CC(=N1)S(=O)(=O)NC(=O)C=1C(=NC(=CC1)C1=CC(=CC(=C1)OCC(C)C)F)N1CCCCCC1 N-[(6-Amino-2-pyridyl)sulfonyl]-2-(azepan-1-yl)-6-(3-fluoro-5-isobutoxyphenyl)pyridin-3-carboxamid